4-azido-3-fluoro-N-(13-oxo-17-((3aS,4S,6aR)-2-oxohexahydro-1H-thieno[3,4-d]imidazol-4-yl)-3,6,9-trioxa-12-azaheptadecyl)benzamide N(=[N+]=[N-])C1=C(C=C(C(=O)NCCOCCOCCOCCNC(CCCC[C@@H]2SC[C@@H]3NC(N[C@@H]32)=O)=O)C=C1)F